N-(5-((4-chlorobenzyl)oxy)-1,3,4-thiadiazol-2-yl)-6-cyano-2-morpholino-nicotinamide ClC1=CC=C(COC2=NN=C(S2)NC(C2=C(N=C(C=C2)C#N)N2CCOCC2)=O)C=C1